TRIMETHOXYBENZYL-ACETYLSINAPAT COC(OC=1C(=C(/C(=C(/C(=O)[O-])\C(C)=O)/CC2=CC=CC=C2)C=C(C1O)OC)OC)OC